ClC=1C=NC(=NC1)N1CCC(CC1)CCCOC1=CC(=C(C=C1)CC(=O)N1CC(C1)(CNC[C@@H]([C@@H]([C@@H](CO)O)O)O)O)F 2-[4-[3-[1-(5-chloropyrimidin-2-yl)-4-piperidyl]propoxy]-2-fluoro-phenyl]-1-[3-hydroxy-3-[[[(2S,3S,4R)-2,3,4,5-tetrahydroxypentyl]amino]methyl]azetidin-1-yl]ethanone